(E)-2-cyano-N-(2,4-difluorobenzyl)-3-(1H-pyrrolo[2,3-b]pyridin-3-yl)acrylamide C(#N)/C(/C(=O)NCC1=C(C=C(C=C1)F)F)=C\C1=CNC2=NC=CC=C21